(2S,3R,4R,5S)-1-(4-chloro-2-fluorophenethyl)-2-(hydroxymethyl)piperidine-3,4,5-triol ClC1=CC(=C(CCN2[C@H]([C@H]([C@@H]([C@H](C2)O)O)O)CO)C=C1)F